(5S,8R)-N-(4-chloro-2-fluorobenzyl)-8-hydroxy-5,6,7,8-tetrahydro-quinoline-5-carboxamide ClC1=CC(=C(CNC(=O)[C@@H]2C=3C=CC=NC3[C@@H](CC2)O)C=C1)F